4-(2-Acryloxyethoxy)-2-hydroxybenzophenone C(C=C)(=O)OCCOC1=CC(=C(C(=O)C2=CC=CC=C2)C=C1)O